(20S)-20-formyl-pregn-4-en-3-one C(=O)[C@@H](C)[C@H]1CC[C@H]2[C@@H]3CCC4=CC(CC[C@]4(C)[C@H]3CC[C@]12C)=O